methoxy-2-(4-methoxypyrimidin-2-yl)propan-2-ol COCC(C)(O)C1=NC=CC(=N1)OC